tert-butyl 4-(4-(4-((tert-butoxycarbonyl)oxy)-3-cyanopyrazolo[1,5-a]pyridin-6-yl)-1H-pyrazol-1-yl)piperidine-1-carboxylate C(C)(C)(C)OC(=O)OC=1C=2N(C=C(C1)C=1C=NN(C1)C1CCN(CC1)C(=O)OC(C)(C)C)N=CC2C#N